C(CCCCC)N(C(CNCCC(=O)O)=O)C1=CC=CC=C1 3-(2-(hexylphenylamino)-2-oxoethylamino)propanoic acid